5-methoxy-3,4-dihydronaphthalen-1(2H)-one COC1=C2CCCC(C2=CC=C1)=O